(R)-ethyl 5-((2R,4S)-2-(2,5-difluorophenyl)-4-fluoropyrrolidin-1-yl)pyrazolo[1,5-a]pyrimidine-3-carboxylate FC1=C(C=C(C=C1)F)[C@@H]1N(C[C@H](C1)F)C1=NC=2N(C=C1)N=CC2C(=O)OCC